(E)-N-[4-(3-chloro-2-fluoro-anilino)-7-[2-[(3R)-1,3-dimethylpyrrolidin-3-yl]ethynyl]quinazolin-6-yl]-4-morpholino-but-2-enamide ClC=1C(=C(NC2=NC=NC3=CC(=C(C=C23)NC(\C=C\CN2CCOCC2)=O)C#C[C@@]2(CN(CC2)C)C)C=CC1)F